3-tertiary butyl-pyridine phospharibosyl-pyrophosphate P1([C@H](O)[C@H](O)[C@H](O1)CO)OP(O)(=O)OP(=O)(O)O.C(C)(C)(C)C=1C=NC=CC1